(1R)-3-(6-((3-bromo-2-methylbenzyl)oxy)-1H-benzo[de]isoquinolin-2(3H)-yl)cyclopentan BrC=1C(=C(COC=2C=CC=3CN(CC4=CC=CC2C34)C3CCCC3)C=CC1)C